(S)-N-(4-(4-amino-(4-phenoxyphenyl)-1H-pyrazolo[3,4-d]pyrimidin-1-yl)cyclohexyl)-2-(dimethylamino)-4-methylpentanamide NC1=C2C(=NC=N1)N(N=C2C2=CC=C(C=C2)OC2=CC=CC=C2)C2CCC(CC2)NC([C@H](CC(C)C)N(C)C)=O